1-(4-nitro-2-fluorophenyl)-N,N-dimethylpiperidin-4-amine [N+](=O)([O-])C1=CC(=C(C=C1)N1CCC(CC1)N(C)C)F